bicyclo[3.2.2]nonane hydroxide [OH-].C12CCCC(CC1)CC2